ClC(C(=O)O)C(C)Cl 2,3-dichlorobutyric acid